NCC1=NNC(C2=CC=C(C=C12)C=1C=C(C=NC1)C1=C(C#N)C=CC(=C1)Cl)=O 2-(5-(4-(aminomethyl)-1-oxo-1,2-dihydro-phthalazin-6-yl)pyridin-3-yl)-4-chloro-benzonitrile